3-methyl-butyl acetate (isoamyl acetate) C(CC(C)C)CC(=O)O.C(C)(=O)OCCC(C)C